BrC=1C=C(C(=NC1)N)OC([2H])([2H])C1=C(C=CC(=C1)F)C1=NN(C=C1CC=1C=NN(C1)CC1CC1)C 5-bromo-3-((2-(4-((1-(cyclopropylmethyl)-1H-pyrazol-4-yl)methyl)-1-methyl-1H-pyrazol-3-yl)-5-fluorophenyl)methoxy-d2)Pyridin-2-amine